ClC1=CC(=C(N=N1)C#N)N1CC(C(C1)(F)F)(F)F 6-chloro-4-(3,3,4,4-tetrafluoropyrrolidin-1-yl)pyridazine-3-carbonitrile